ClC1=C(C=NC2=C(C=C(C=C12)C1=NC(=NC=C1F)Cl)Cl)C(C)(C)O 2-(4,8-dichloro-6-(2-chloro-5-fluoropyrimidin-4-yl)quinolin-3-yl)propan-2-ol